monochloronaphthalene C1=CC=C2C(=C1)C=CC=C2Cl